ClC=1C=C(C=CC1F)NC(N(CC=1C2=C(NN1)OCCC2)C=2C=NC(=CC2)C#N)=O 3-(3-Chloro-4-fluorophenyl)-1-(6-cyanopyridin-3-yl)-1-((1,4,5,6-tetrahydropyrano[2,3-c]pyrazol-3-yl)methyl)urea